6-bromo-4-{4-[(2-chloro-6-hydroxyphenyl)methyl]piperazin-1-yl}-1-methyl-2-oxo-1,2-dihydro-1,5-naphthyridine-3-carbonitrile BrC=1N=C2C(=C(C(N(C2=CC1)C)=O)C#N)N1CCN(CC1)CC1=C(C=CC=C1O)Cl